C1(CC1)N(CCC(C(=O)O)NC(=O)OCC1(COC1)C)CCCCC1=NC=2NCCCC2C=C1 4-[cyclopropyl-[4-(5,6,7,8-tetrahydro-1,8-naphthyridin-2-yl)butyl]amino]-2-[(3-methyloxetan-3-yl)methoxycarbonylamino]butanoic acid